6-chloro-3-(2-chlorophenyl)-1H-pyrazolo[3,4-b]pyrazine ClC1=CN=C2C(=N1)NN=C2C2=C(C=CC=C2)Cl